Cl.N[C@H](C(=O)O)CC=1N=NC(=NN1)C1=CC=CC=C1 (S)-2-amino-3-(6-phenyl-1,2,4,5-tetrazin-3-yl)propanoic acid, hydrochloride salt